6-(1-cyclopropyl-4-methyl-1H-1,2,3-triazol-5-yl)thiazolo[4,5-c]pyridin-2-amine C1(CC1)N1N=NC(=C1C1=CC2=C(C=N1)N=C(S2)N)C